(R)-4-amino-2-(4-chlorophenyl)-1-(4-((5R,7R)-7-hydroxy-5-methyl-6,7-dihydro-5H-cyclopenta[d]pyrimidin-4-yl)piperazin-1-yl)-4-methylpentan-1-one NC(C[C@@H](C(=O)N1CCN(CC1)C=1C2=C(N=CN1)[C@@H](C[C@H]2C)O)C2=CC=C(C=C2)Cl)(C)C